FC(C1CC=C(CC1)B1OCCO1)(F)F 2-(4-(trifluoromethyl)cyclohex-1-en-1-yl)-1,3,2-dioxaborolane